5-bromobenzofuran-3(2H)-one BrC=1C=CC2=C(C(CO2)=O)C1